C=CC=CCCCCCCCCCCCCCC octadecenene